(2-bromo-3-fluoro-6-methoxybenzyl)-7-azabicyclo[2.2.1]heptane BrC1=C(CC23CCC(CC2)N3)C(=CC=C1F)OC